tert-butyl (1-(3-(3-bromo-2-chlorophenyl)-4-cyano-1H-pyrazolo[3,4-d]pyrimidin-6-yl)-4-methylpiperidin-4-yl)carbamate BrC=1C(=C(C=CC1)C1=NNC2=NC(=NC(=C21)C#N)N2CCC(CC2)(C)NC(OC(C)(C)C)=O)Cl